N-(4-(4-ethylpiperazin-1-yl)phenyl)-6-(3-methoxyphenyl)-1H-indazol-3-amine C(C)N1CCN(CC1)C1=CC=C(C=C1)NC1=NNC2=CC(=CC=C12)C1=CC(=CC=C1)OC